OC1=C(N=C(C2=CC(=CC=C12)OC=1SC=CC1)C)C(=O)NCC(=O)O 2-[4-hydroxy-1-methyl-7-(thien-2-yloxy)isoquinoline-3-carbonylamino]acetic acid